1-(tert-butyl) 3-methyl 4-benzhydrylpiperazine-1,3-dicarboxylate C(C1=CC=CC=C1)(C1=CC=CC=C1)N1C(CN(CC1)C(=O)OC(C)(C)C)C(=O)OC